C(=O)=[Re](=C=O)(=C=O)(=C=O)(=C=O)(=C=O)(=C=O)(=C=O)(=C=O)=C=O Decacarbonyl-rhenium